ethyl-(benzyl)methoxypropoxysilane C(C)[SiH](OCCCOC)CC1=CC=CC=C1